(2R,5S)-tert-butyl 4-(6',7'-dihydrospiro[cyclobutane-1,5'-pyrrolo[2,3-d]pyrimidin]-4'-yl)-2,5-dimethylpiperazine-1-carboxylate N1=CN=C(C2=C1NCC21CCC1)N1C[C@H](N(C[C@@H]1C)C(=O)OC(C)(C)C)C